tert-butyl (3-(6-cyano-1-cyclobutyl-5-fluoro-1H-indol-2-yl)bicyclo[1.1.1]pentan-1-yl)carbamate C(#N)C1=C(C=C2C=C(N(C2=C1)C1CCC1)C12CC(C1)(C2)NC(OC(C)(C)C)=O)F